4-(4-(((3-aminooxetane-3-yl)methyl)amino)-5-bromo-6-methylquinazolin-2-yl)-1-(cyclopropylimino)-2,3,4,5-tetrahydro-benzo[f][1,4]thiazepine NC1(COC1)CNC1=NC(=NC2=CC=C(C(=C12)Br)C)N1CCS(C2=C(C1)C=CC=C2)=NC2CC2